(3R)-6-bromo-7-chloro-1-{[3-(difluoromethyl)phenyl]methyl}-3-methyl-3H-pyrido[2,3-b][1,4]oxazin-2-one BrC=1C(=CC2=C(O[C@@H](C(N2CC2=CC(=CC=C2)C(F)F)=O)C)N1)Cl